(8-(((1R,4R)-4-aminocyclohexyl)amino)-6,7-dihydrospiro[cyclopenta[d]pyrazolo[1,5-a]pyrimidine-5,1'-cyclopropane]-6-yl)methanol dihydrochloride Cl.Cl.NC1CCC(CC1)NC1=C2C(=NC=3N1N=CC3)C3(CC3)C(C2)CO